4-(2-(2,6-dimethylpyridin-4-yl)acetyl)-2-((4-fluorobenzyl)oxy)benzonitrile CC1=NC(=CC(=C1)CC(=O)C1=CC(=C(C#N)C=C1)OCC1=CC=C(C=C1)F)C